N-(2-ethylhexyl)ethanolamine C(C)C(CNCCO)CCCC